1-(2,2-difluoroethyl)-N-((3aR,5s,6aS)-2-(4-(trifluoromethyl)pyridazin-3-yl)octahydrocyclopenta[c]pyrrol-5-yl)-1H-pyrazolo[3,4-b]pyrazin-6-amine FC(CN1N=CC=2C1=NC(=CN2)NC2C[C@@H]1[C@@H](CN(C1)C=1N=NC=CC1C(F)(F)F)C2)F